O=C1NC2=CC=CC=C2C12CN(CC2)C(=O)[O-] 2-oxo-1,2-dihydrospiro[indole-3,3'-pyrrolidine]-1'-carboxylate